C(C1=CC=CC=C1)OC1=NC(=CC=C1C1=NN(C2=C(C=CC=C12)N[C@@H]1[C@@H](CC2(CN(C2)C(=O)OC(C)(C)C)CC1)C)C)OCC1=CC=CC=C1 tert-butyl (6r,7s)-7-((3-(2,6-bis(benzyloxy) pyridin-3-yl)-1-methyl-1H-indazol-7-yl) amino)-6-methyl-2-azaspiro[3.5]nonane-2-carboxylate